methyl-decyl alcohol CC(CCCCCCCCC)O